C1(CCCCC1)C(C(=O)NC1CCCCC1)N1C(=NC2=C1C=C(C(=C2)Cl)Cl)C2=C(C=C(C=C2)OC)OC 2,N-dicyclohexyl-2-[5,6-dichloro-2-(2,4-dimethoxy-phenyl)-benzimidazol-1-yl]-acetamide